FC(F)(F)N1N=CC=C1C(=O)NC1=CC(=CC=C1)SC(F)(F)F (trifluoromethyl)-N-(3-((trifluoromethyl)thio)phenyl)-1H-pyrazole-5-carboxamide